hexamethylenebis(iodoacetamide) IC(C(=O)N)CCCCCCC(C(=O)N)I